7-methyl-3-azabicyclo[4.1.0]heptane hydrochloride Cl.CC1C2CCNCC12